tert-Butyl 3-methyl-3-(4-(4,4,5,5-tetramethyl-1,3,2-dioxaborolan-2-yl)phenyl)morpholine-4-carboxylate CC1(N(CCOC1)C(=O)OC(C)(C)C)C1=CC=C(C=C1)B1OC(C(O1)(C)C)(C)C